tert-Butyl 4-(5-chloro-6-(3-methoxynaphthalen-1-yl)benzo[c]isothiazol-3-yl)piperazine-1-carboxylate ClC1=CC=2C(=NSC2N2CCN(CC2)C(=O)OC(C)(C)C)C=C1C1=CC(=CC2=CC=CC=C12)OC